[Si](C1=CC=CC=C1)(C1=CC=CC=C1)(C(C)(C)C)OCC(CN1[C@@H](C=2NC3=CC=CC=C3C2C[C@H]1C)C1=CN=C(S1)N[C@H]1CN(CC1)CCCF)(F)F 5-((1S,3R)-2-(3-((tert-butyldiphenylsilyl)oxy)-2,2-difluoropropyl)-3-methyl-2,3,4,9-tetrahydro-1H-pyrido[3,4-b]indol-1-yl)-N-((R)-1-(3-fluoropropyl)pyrrolidin-3-yl)thiazol-2-amine